(3R)-2'-{6-amino-5-[(1R)-1-(2-fluorophenyl)ethoxy]pyridin-3-yl}-N-(propan-2-yl)-5',6'-dihydrospiro[pyrrolidine-3,4'-pyrrolo[1,2-b]pyrazole]-1-carboxamide NC1=C(C=C(C=N1)C=1C=C2N(N1)CC[C@]21CN(CC1)C(=O)NC(C)C)O[C@H](C)C1=C(C=CC=C1)F